C1=C(C(=O)NC(=O)N1[C@H]2[C@@H]([C@@H]([C@H](O2)CO)O)O)F The molecule is an organofluorine compound that is uridine bearing a fluoro substituent at position 5 on the uracil ring. It has a role as a mutagen. It is an organofluorine compound and a member of uridines.